(E)-3-(4-Hydroxyphenyl)-1-[2-phenylmethoxy-6-[(2S,3R,4R,5S,6R)-3,4,5-trihydroxy-6-(hydroxymethyl)oxan-2-yl]phenyl]prop-2-en OC1=CC=C(C=C1)/C=C/CC1=C(C=CC=C1[C@@H]1O[C@@H]([C@H]([C@@H]([C@H]1O)O)O)CO)OCC1=CC=CC=C1